FC(OC1=NC=CC(=C1)CNC(=O)NC1CC12CCC2)F 1-[[2-(difluoromethoxy)pyridin-4-yl]methyl]-3-spiro[2.3]hexan-2-yl-urea